CN(C(=O)C=1N=C(SC1)C=1C=NN(C1)C1=CC=CC=C1)C1CCNCC1 N-methyl-2-(1-phenyl-1H-pyrazol-4-yl)-N-(piperidin-4-yl)-1,3-thiazole-4-carboxamide